N-((1S,2R)-2-cyclopropoxy-1-(5-((S)-2-methoxy-1-((S)-2-oxo-4-(trifluoromethyl)-imidazolidin-1-yl)ethyl)-benzo[d]oxazol-2-yl)propyl)-4-ethylisoxazole-3-carboxamide C1(CC1)O[C@@H]([C@@H](C=1OC2=C(N1)C=C(C=C2)[C@@H](COC)N2C(N[C@@H](C2)C(F)(F)F)=O)NC(=O)C2=NOC=C2CC)C